N-Benzoylthiolbenzamid C(C1=CC=CC=C1)(=O)NC(C1=CC=CC=C1C=1SC=CC1)=O